COC=1C2=C(N=C(N1)NC1CCC(CC1)NC(C)=O)NC=C2C=2C=C1N=CC=NC1=CC2 N-((1r,4r)-4-((4-methoxy-5-(quinoxalin-6-yl)-7H-pyrrolo[2,3-d]pyrimidin-2-yl)amino)cyclohexyl)acetamide